OC1=C(C(=O)C2=CC=C(C=C2)OCCCC)C=CC(=C1)OCCC 2-hydroxy-4-n-propoxy-4'-n-butoxy-benzophenone